2-(2-(4-methylpiperazin-1-yl)ethyl)isothiourea chloride [Cl-].CN1CCN(CC1)CCSC(N)=N